(1s,3s)-1-(5-bromopyrimidin-2-yl)cyclobutane-1,3-diol BrC=1C=NC(=NC1)C1(CC(C1)O)O